C1(CCCC1)C1=NC2=NC=NC(=C2N1)C(=O)NCC1=CC(=CC(=C1)C=1C=NN(C1)C1=CC=C(C=C1)OC)F 8-Cyclopentyl-N-(3-fluoro-5-(1-(4-methoxyphenyl)-1H-pyrazol-4-yl)benzyl)-7H-purine-6-carboxamide